CCCCCCCCCCCCCC/C=C\OC[C@H](COP(=O)(O)OC[C@@H](C(=O)O)N)OC(=O)CCCCCCCCCCCCCC 1-(1Z-hexadecenyl)-2-pentadecanoyl-glycero-3-phosphoserine